O1C(=CC=C1)C1=CC(=C(C=C1)NC1=CC=NC2=CC(=CC=C12)C)OC N-(4-(furan-2-yl)-2-methoxyphenyl)-7-methylquinolin-4-amine